1-Pentyl-2-methyl-3-(1-naphthoyl)indole C(CCCC)N1C(=C(C2=CC=CC=C12)C(=O)C1=CC=CC2=CC=CC=C12)C